CC=1C(C2=CC(=C(C=C2C(C1)=O)CCCC)CCCC)=O 2-methyl-6,7-dibutyl-1,4-naphthoquinone